FC=1C=C(C=NC1)[C@H](CNC(C[C@H]1CNCC1)(C)C)O (R)-1-(5-Fluoropyridin-3-yl)-2-((2-methyl-1-((S)-pyrrolidin-3-yl)-propan-2-yl)amino)ethan-1-ol